3-(5-((2-(3,3-Dimethylbutyl)-2,9-diazaspiro[5.5]undecan-9-yl)sulfonyl)pyridin-2-yl)oxazolidin-2-one CC(CCN1CC2(CCC1)CCN(CC2)S(=O)(=O)C=2C=CC(=NC2)N2C(OCC2)=O)(C)C